2-(3-((2S,6R)-2,6-dimethylmorpholine-4-carbonyl)-5,6-dihydrocyclopenta[c]pyrazol-1(4H)-yl)-1-(4-(o-tolyl)piperazin-1-yl)ethanone C[C@H]1CN(C[C@H](O1)C)C(=O)C=1C2=C(N(N1)CC(=O)N1CCN(CC1)C1=C(C=CC=C1)C)CCC2